bis[4-(methylvinyloxy) butyloxy] biscyclopentadienoate C1(=CC=CC1)C(=O)OOCCCCOC=CC.C1(=CC=CC1)C(=O)OOCCCCOC=CC